8-thia-2-azaspiro[4.5]decane-2-carboxylic acid tert-butyl ester C(C)(C)(C)OC(=O)N1CC2(CC1)CCSCC2